NC1=C2C(=NC=N1)N(N=C2C2=CC=C(C(=O)NC1=NC=CC(=C1)C)C=C2)C2CN(CCC2)CC(=O)NC2=C(C=CC=C2)N 4-(4-Amino-1-(1-(2-((2-aminophenyl)amino)-2-oxoethyl)piperidin-3-yl)-1H-pyrazolo[3,4-d]pyrimidin-3-yl)-N-(4-methylpyridin-2-yl)benzamide